BrC1=CC(=CC(=C1)S(=O)(=O)C(F)(F)F)F 1-bromo-3-fluoro-5-(trifluoromethylsulfonyl)benzene